C1(=CC=CC=C1)C=1OC2=C(N1)C(=CC(=C2)C=2C=CC=1N(C3=CC=CC=C3C1C2)C2=CC=CC=C2)C2=CC=1C3=C(N(C1C=C2)C2=CC=CC=C2)C=CN=C3 2-phenyl-6-(9-phenyl-[9H]-carbazol-3-yl)-4-(5-phenyl-[5H]-pyrido[4,3-b]indol-8-yl)-benzoxazole